2-(2,6-dichloro-7H-purin-9-yl)-N-(4-(methylsulfonyl)phenyl)acetamide ClC1=NC(=C2NCN(C2=N1)CC(=O)NC1=CC=C(C=C1)S(=O)(=O)C)Cl